C1(CC1)N1CCP(CC1)(C1=CC(=C(C=C1)NC1=NC=NC(=C1)N1OCC[C@@H]1C1=CC=CC=C1)OC)=O (R)-1-cyclopropyl-4-(3-methoxy-4-((6-(3-phenylisoxazolidin-2-yl)pyrimidin-4-yl)amino)phenyl)-1,4-azaphosphinane 4-oxide